ClC=1C=C2C(=NC1)C(=C(N2)C2=CC(=NC=C2)NC(C(C)C2=CC=C(C=C2)F)=O)C2=NC=CC=C2 N-{4-[6-Chloro-3-(pyridin-2-yl)-1H-pyrrolo[3,2-b]pyridin-2-yl]pyridin-2-yl}-2-(4-fluorophenyl)propanamid